3-[4-[3-[[4-(4-Aminocyclohexyl)piperazin-1-yl]methyl]azetidin-1-yl]-3-methyl-2-oxo-benzimidazol-1-yl]piperidine-2,6-dione NC1CCC(CC1)N1CCN(CC1)CC1CN(C1)C1=CC=CC=2N(C(N(C21)C)=O)C2C(NC(CC2)=O)=O